CC=1N=C2N(N=C(C=C2C)C=2NC(C3=C(N2)SC(=C3)[C@@H]3[C@@H](CNCC3)F)=O)C1 |r| 2-(2,8-dimethylimidazo[1,2-b]pyridazin-6-yl)-6-[(3SR,4SR)-3-fluoro-4-piperidyl]-3H-thieno[2,3-d]pyrimidin-4-one